C(C)NS(=O)(=O)C1=C(C=CC(=C1)CC=1NC=CN1)C1=CN=C(S1)[C@@H]1CC[C@H](CC1)NC(OC(C)C)=O isopropyl trans-N-[4-[5-[2-(ethylsulfamoyl)-4-(1H-imidazol-2-ylmethyl)phenyl]thiazol-2-yl]cyclohexyl]carbamate